2-(3-(5-(dichloromethyl)-1,2,4-oxadiazol-3-yl)phenyl)malonyl chloride ClC(C1=NC(=NO1)C=1C=C(C=CC1)C(C(=O)Cl)C(=O)Cl)Cl